(S)-3-(6-oxo-1'-((1-(((1S,2S)-2-phenylcyclopropyl)methyl)-1H-pyrazol-4-yl)methyl)-6,8-dihydro-2H,7H-spiro[furo[2,3-e]isoindole-3,4'-piperidin]-7-yl)piperidine-2,6-dione O=C1N(CC2=C3C(=CC=C12)C1(CCN(CC1)CC=1C=NN(C1)C[C@@H]1[C@H](C1)C1=CC=CC=C1)CO3)[C@@H]3C(NC(CC3)=O)=O